(E)-3,4,5-trimethoxy-2'-nitro-4'-(1,1-difluoroethyl)stilbene COC=1C=C(C=C(C1OC)OC)\C=C\C1=C(C=C(C=C1)C(C)(F)F)[N+](=O)[O-]